3-Allyl-1-(4-methoxybenzyl)-1H-4,2,1-benzoxathiazin-2,2-dioxid C(C=C)C1S(N(C2=C(O1)C=CC=C2)CC2=CC=C(C=C2)OC)(=O)=O